8-(5-(2-(dimethylamino)ethoxy)-2-fluorophenyl)-N-(4-morpholinylphenyl)pyrido[3,4-d]pyrimidin-2-amine CN(CCOC=1C=CC(=C(C1)C1=NC=CC2=C1N=C(N=C2)NC2=CC=C(C=C2)N2CCOCC2)F)C